ClC1=CC=C2C(=CNC2=C1)S(=O)(=O)NC=1C=NC(=CC1OC)Cl 6-Chloro-N-(6-chloro-4-methoxypyridin-3-yl)-1H-indole-3-sulfonamide